C(N)(=O)C(C(=N)N)N=NC1=CC=CC=C1 2-carbamoyl-2-(phenylazo)acetamidine